2-((3-cyano-4,6-bis(trifluoromethyl)pyridin-2-yl)-amino)-N-(3,5-dichlorophenyl)-N-methylacetamide C(#N)C=1C(=NC(=CC1C(F)(F)F)C(F)(F)F)NCC(=O)N(C)C1=CC(=CC(=C1)Cl)Cl